Tert-Butyl trans-3-cyano-4-hydroxypyrrolidine-1-carboxylate C(#N)[C@@H]1CN(C[C@H]1O)C(=O)OC(C)(C)C